methyl (2R,3S,5R)-3-((N,N-dimethylsulfamoyl)amino)-2-((((1R,3R,6S)-6-(5-fluoropyrimidin-2-yl)bicyclo[4.1.0]heptan-3-yl)oxy)methyl)-5-methylpyrrolidine-1-carboxylate CN(S(=O)(=O)N[C@@H]1[C@@H](N([C@@H](C1)C)C(=O)OC)CO[C@H]1C[C@H]2C[C@]2(CC1)C1=NC=C(C=N1)F)C